C1=CC=CC=2C3=CC=CC=C3C(C12)COC(=O)NCCCC[C@H](NC(C)=C1CC(C(C(C1)=O)(C)C)=O)C(=O)O N6-(((9H-fluoren-9-yl)methoxy)carbonyl)-N2-(1-(4,4-dimethyl-3,5-dioxocyclohexylidene)ethyl)-L-lysine